2-Amino-N-(6-Hydroxyhexyl)Acetamide NCC(=O)NCCCCCCO